3-chloro-5-(2-chloro-4-(3-ethynylpyridin-4-yl)-5-fluorobenzamido)-N-(2,2,2-trifluoroethyl)picolinamide ClC=1C(=NC=C(C1)NC(C1=C(C=C(C(=C1)F)C1=C(C=NC=C1)C#C)Cl)=O)C(=O)NCC(F)(F)F